(5S)-3-[[2-(1,1-Difluoroethyl)-5-[3-(difluoromethyl)-4-fluoro-phenyl]-3-pyridyl]methyl]-5-methyl-oxazolidin-2-one FC(C)(F)C1=NC=C(C=C1CN1C(O[C@H](C1)C)=O)C1=CC(=C(C=C1)F)C(F)F